1,4-Dimethyl-5-(tributylstannyl)-1H-1,2,3-triazole CN1N=NC(=C1[Sn](CCCC)(CCCC)CCCC)C